3-[5-[2-(hydroxymethyl)-7-azaspiro[3.5]nonan-7-yl]-1-oxo-isoindolin-2-yl]piperidine-2,6-dione OCC1CC2(C1)CCN(CC2)C=2C=C1CN(C(C1=CC2)=O)C2C(NC(CC2)=O)=O